C1(CC1)C1(NC=C(C(=N1)NC1=CC=C(C=C1)C1CC1)[N+](=O)[O-])N 2-cyclopropyl-N4-(4-cyclopropylphenyl)-5-nitropyrimidine-2,4-diamine